C1(CC1)C1=C2C=C(N=CC2=C(C=C1)N1[C@@H]([C@H](C1)CS(=O)(=O)C)C)NC1=NC(=NC=C1)N1C[C@]([C@@H](CC1)O)(C)F (3S,4R)-1-[4-({5-cyclopropyl-8-[(2R,3S)-3-(methanesulfonyl-methyl)-2-methylazetidin-1-yl]isoquinolin-3-yl}amino)pyrimidin-2-yl]-3-fluoro-3-methylpiperidin-4-ol